N,N-di(2-chloroethyl)-p-hydroxyaniline nitrogen [N].ClCCN(C1=CC=C(C=C1)O)CCCl